FC=1C=C(C=NC1)C1CC2(CN(C2)C(=O)N2CC3(C2)NC(OC3)=O)C1 2-[6-(5-fluoro-3-pyridinyl)-2-azaspiro[3.3]heptane-2-carbonyl]-7-oxa-2,5-diazaspiro[3.4]octan-6-one